(2S)-2-((tert-Butyldiphenylsilyl)oxy)hexahydro-1H-pyrrolizine-7a-carboxylic acid methyl ester COC(=O)C12CCCN2C[C@H](C1)O[Si](C1=CC=CC=C1)(C1=CC=CC=C1)C(C)(C)C